10,11-bis(2,2,3,3,4,4,5,5,5-nonafluoropentyl)icosane-1,20-diyl-bisphosphonate FC(CC(CCCCCCCCCP([O-])([O-])=O)C(CCCCCCCCCP([O-])([O-])=O)CC(C(C(C(F)(F)F)(F)F)(F)F)(F)F)(C(C(C(F)(F)F)(F)F)(F)F)F